N-(2-formyl-4-methoxyphenyl)methanesulfonamide C(=O)C1=C(C=CC(=C1)OC)NS(=O)(=O)C